3-cyclopropyl-N-(2-(methylsulfonyl)pyridin-4-yl)-1-((5-methyltetrahydrofuran-2-yl)methyl)-4-(trifluoromethyl)-1H-pyrazole-5-carboxamide C1(CC1)C1=NN(C(=C1C(F)(F)F)C(=O)NC1=CC(=NC=C1)S(=O)(=O)C)CC1OC(CC1)C